2,2'-((2-((2-aminoethyl)(2-(3-(2-((2-aminoethyl)amino)ethyl)-2-oxoimidazolidin-1-yl)ethyl)amino)ethyl)azane-diyl)diacetonitrile NCCN(CCN(CC#N)CC#N)CCN1C(N(CC1)CCNCCN)=O